CO[C@@H]1CC[C@H](CC1)CN1CC(NC2=NC=CN=C21)=O 4-((trans-4-methoxycyclohexyl)methyl)-3,4-dihydropyrazino[2,3-b]pyrazin-2(1H)-one